3,5-dimethyl-4-nitrobromobenzene CC=1C=C(C=C(C1[N+](=O)[O-])C)Br